[I-].C(C)(C)[NH+]1C(C(C2=CC=CC=C12)(C)C)C N-isopropyl-2,3,3-trimethylindolinium iodide